O.C1(CCCCC1)P(C1=C(C=CC=C1)C1=C(C(=CC=C1OC)S(=O)(=O)[O-])OC)C1CCCCC1.[Na+] Sodium 2'-dicyclohexylphosphino-2,6-dimethoxy-1,1'-biphenyl-3-sulfonate hydrate